C(=C)N1C(CCCCCCC1)=O 1-vinylazonan-2-one